FC(COC1=C(C=C(C=C1)OCC(F)(F)F)F)(F)F 1,4-bis(2,2,2-trifluoroethoxy)-2-fluorobenzene